FC=1C(=NC(=NC1C=1SC=CC1)C1=CNC2=NC=C(N=C21)F)N[C@@H]2[C@H](C1CCC2CC1)C(=O)OCC (2S,3S)-ethyl 3-((5-fluoro-2-(2-fluoro-5H-pyrrolo[2,3-b]pyrazin-7-yl)-6-(thiophen-2-yl)pyrimidin-4-yl)amino)bicyclo[2.2.2]octane-2-carboxylate